2,5-dimethoxy-phenethylamine COC1=C(CCN)C=C(C=C1)OC